COC(=O)C=1C=C2C=CNC2=C(C1F)N 7-amino-6-fluoro-1H-indole-5-carboxylic acid methyl ester